2,4,6-tris(3-phenylphenyl)-1,3,5-triazine C1(=CC=CC=C1)C=1C=C(C=CC1)C1=NC(=NC(=N1)C1=CC(=CC=C1)C1=CC=CC=C1)C1=CC(=CC=C1)C1=CC=CC=C1